FC1(CC12CCN(CC2)C2=NC=1C(=CC(=CC1C=1N2C=NN1)C)C(C)NC1=C(C(=O)O)C=CC=C1)F 2-((1-(5-(1,1-difluoro-6-azaspiro[2.5]octan-6-yl)-9-methyl-[1,2,4]triazolo[4,3-c]quinazolin-7-yl)ethyl)amino)benzoic acid